3-(((6-chloro-2-(trifluoromethyl)quinolin-4-yl)amino)methyl)-N-(3,3-difluorocyclobutyl)-3-(4-fluoro-1H-pyrazol-1-yl)azetidine-1-carboxamide ClC=1C=C2C(=CC(=NC2=CC1)C(F)(F)F)NCC1(CN(C1)C(=O)NC1CC(C1)(F)F)N1N=CC(=C1)F